CC1=NC=CC(=C1)NC1=NC2=C(C=3C=CC(=CC13)C(=O)O)NC(C2=O)=O 5-((2-methylpyridin-4-yl)amino)-2,3-dioxo-2,3-dihydro-1H-pyrrolo[3,2-c]isoquinoline-7-carboxylic acid